(cumylperoxy)-2-pentanol C(C)(C)(C1=CC=CC=C1)OOCC(CCC)O